3-(4-(ethylsulfonamido)-3-((4-fluorobenzyl)oxy)phenyl)-5-((2-(trifluoromethyl)pyridine-3-yl)amino)-1H-pyrazole-4-carboxamide C(C)S(=O)(=O)NC1=C(C=C(C=C1)C1=NNC(=C1C(=O)N)NC=1C(=NC=CC1)C(F)(F)F)OCC1=CC=C(C=C1)F